C(=O)(O)C1=CC=C(CN2C(=NC3=C2C=CC=C3C3=CC=C(C=C3)C=3CCCCC3)C3=CC=C(C(=O)O)C=C3)C=C1 4-(1-(4-carboxybenzyl)-4-(2',3',4',5'-tetrahydro-[1,1'-biphenyl]-4-yl)-1H-benzo[d]imidazol-2-yl)benzoic acid